methyl 2-(trifluoromethyl)-5H-benzo[c]imidazo[1,2-a]azepin-9-formate FC(C=1N=C2N(CC=CC3=C2C=CC(=C3)C(=O)OC)C1)(F)F